O=C1NC(CCC1OC=1C=CC(=NC1)N1CCN(CC1)CCCNC(=O)C=1C2=C(NC1C)\C(\CC2)=C\2/C(NC1=CC=CC=C21)=O)=O (Z)-N-(3-(4-(5-((2,6-dioxopiperidin-3-yl)oxy)pyridin-2-yl)piperazin-1-yl)propyl)-2-methyl-6-(2-oxoindolin-3-ylidene)-1,4,5,6-tetrahydrocyclopenta[b]pyrrole-3-carboxamide